[N+](=O)([O-])C1=NN(C=C1)C1CC(C1)O 3-(3-nitro-1H-pyrazol-1-yl)cyclobutan-1-ol